ClC1=CC=C2C(=NC(N(C2=C1)C1=CC=CC=C1)=O)N1C[C@@H](CC1)OC (R)-7-chloro-4-(3-methoxypyrrolidin-1-yl)-1-phenylquinazolin-2(1H)-one